3-amino-3'-(bis(4-methoxybenzyl)amino)-6-chloro-2'-cyano-2-fluoro-5'-methyl-6'-(trifluoromethyl)-[1,1'-biphenyl]-4-carboxylic acid NC=1C(=C(C(=CC1C(=O)O)Cl)C1=C(C(=CC(=C1C(F)(F)F)C)N(CC1=CC=C(C=C1)OC)CC1=CC=C(C=C1)OC)C#N)F